FC=1C(=NC(=NC1)OCC1=CC=C(C=C1)C)N 5-Fluoro-2-[(4-methylbenzyl)-oxy]pyrimidin-4-amin